C(CCC(CCCCCCCCCCC)O)O pentadecane-1,4-diol